ClC=1C=C2CCN(CC2=C(C1)[C@H]1NCCOC1)C(=O)N1CCN(CC1)C (R)-3-(6-chloro-2-(4-methylpiperazine-1-carbonyl)-1,2,3,4-tetrahydroisoquinolin-8-yl)morpholine